Cl.C(C)(C)(C)C1=NC(=NO1)C(=O)NCC1=C(C=C(C=C1)C1=NC=NC=C1N1CCNCC1)C (tert-butyl)-N-(2-methyl-4-(5-(piperazin-1-yl)pyrimidin-4-yl)benzyl)-1,2,4-oxadiazole-3-carboxamide hydrochloride